tri-tert-butoxy-silicon C(C)(C)(C)O[Si](OC(C)(C)C)OC(C)(C)C